CNCC(=O)NCCC1=NC=CC(=C1)NC=1C(=NC=CN1)C(=O)N 3-((2-(2-(2-(methylamino)acetamido)ethyl)pyridin-4-yl)amino)pyrazine-2-carboxamide